BrC1=CC2=C(SC(=C2)B(O)O)C=C1 5-Bromobenzo[b]thiophene-2-boronic acid